6-(((di-t-butylsilanediyl)bis(methylene))bis(oxy))bis(3,3'',5-tri-tert-butyl-5'-methyl-[1,1':3',1''-terphenyl]-2'-ol) C(C)(C)(C)[Si](COC1=C(C=C(C=C1C(C)(C)C)C(C)(C)C)C1=C(C(=CC(=C1)C)C1=CC(=CC=C1)C(C)(C)C)O)(COC1=C(C=C(C=C1C(C)(C)C)C(C)(C)C)C1=C(C(=CC(=C1)C)C1=CC(=CC=C1)C(C)(C)C)O)C(C)(C)C